[2-(difluoromethoxy)-4-iodophenyl]methanol FC(OC1=C(C=CC(=C1)I)CO)F